Cl.NCC1=C(N(C2=CC=CC=C2C1=O)C)C1=CC=CC=C1 3-(1-aminomethyl)-1-methyl-2-phenylquinolin-4(1H)-one hydrochloride